1-Cyclopropyl-4-(4-(1,4-dimethyl-2-(4-(methylsulfonyl)phenyl)-1H-pyrrolo[3,2-c]pyridin-6-yl)phenyl)piperidin-4-ol C1(CC1)N1CCC(CC1)(O)C1=CC=C(C=C1)C1=CC2=C(C(=N1)C)C=C(N2C)C2=CC=C(C=C2)S(=O)(=O)C